CHROMENOQUINOLINE N1=CC=CC2=CC=C3C(=C12)CC=1C=CC=CC1O3